(E)-1-(4-(4-((4-([1,2,4]triazolo[1,5-a]pyridin-7-yloxy)-3-methylphenyl)amino)pyrrolo[2,1-f][1,2,4]triazin-5-yl)piperidin-1-yl)-4-(3-methoxyazetidin-1-yl)but-2-en-1-one N=1C=NN2C1C=C(C=C2)OC2=C(C=C(C=C2)NC2=NC=NN1C2=C(C=C1)C1CCN(CC1)C(\C=C\CN1CC(C1)OC)=O)C